4-(3,4-Dimethoxyphenyl)-1-((2-((2-(2,6-dioxopiperidin-3-yl)-1-oxoisoindol-4-yl)oxy)ethyl)-D-prolyl)piperidine-4-carbonitrile COC=1C=C(C=CC1OC)C1(CCN(CC1)C([C@@H]1N(CCC1)CCOC1=C2CN(C(C2=CC=C1)=O)C1C(NC(CC1)=O)=O)=O)C#N